1,2,3,4-tetrahydroquinolin-7-ol N1CCCC2=CC=C(C=C12)O